C1(=CC=CC=C1)C(C)C=1C(=C(C(=CC1)C(C)(C)C)O)C(C)(C)C 1-Phenylethyl-2,6-di-tert-butylphenol